Cl.C(C)C=1C(NC2=CC(=CN=C2C1)CN1C(CNCC1)=O)=O 3-ethyl-7-[(2-Oxopiperazin-1-yl)methyl]-1H-1,5-naphthyridin-2-one hydrochloride